2-(3,5-dichloro-4-[[3-isopropyl-1-(4-methylbenzenesulfonyl)indol-5-yl]oxy]-phenyl)-3,5-dioxo-4H-1,2,4-triazine-6-carbonitrile ClC=1C=C(C=C(C1OC=1C=C2C(=CN(C2=CC1)S(=O)(=O)C1=CC=C(C=C1)C)C(C)C)Cl)N1N=C(C(NC1=O)=O)C#N